1-[5'-[(5S)-5-(3,5-dichloro-4-fluorophenyl)-4,5-dihydro-5-(trifluoromethyl)-3-isoxazolyl]spiro[azetidine-3,1'(3'H)-isobenzofuran]-1-yl]-2-(methylsulfonyl)-ethanone ClC=1C=C(C=C(C1F)Cl)[C@@]1(CC(=NO1)C=1C=C2COC3(C2=CC1)CN(C3)C(CS(=O)(=O)C)=O)C(F)(F)F